CC(CC(C)(C)C)(C)OOC(CCCCCC(C)(C)C)=O 1,1,3,3-tetramethylbutylperoxyneodecanoate